NC=1C2=C(N=CN1)N(C=C2C2=CC(=C(C=C2)NC(=O)NC2=CC(=NO2)CO)F)C2CC2 1-(4-(4-AMINO-7-CYCLOPROPYL-7H-PYRROLO[2,3-D]PYRIMIDIN-5-YL)-2-FLUOROPHENYL)-3-(3-(HYDROXYMETHYL)ISOXAZOL-5-YL)UREA